C(C)(C)(C)OC(=O)N1CCN(CC1)C1=CC(=C(C=C1)Cl)F 4-(4-chloro-3-fluorophenyl)piperazine-1-carboxylic acid tert-butyl ester